(2-(methylthio)-8-(piperidin-1-yl)pyrido[3,4-d]pyrimidin-6-yl)methanol CSC=1N=CC2=C(N1)C(=NC(=C2)CO)N2CCCCC2